COC(=C(C)C)O[Si](C1=CC=CC=C1)(C1=CC=CC=C1)C1=CC=CC=C1 1-methoxy-1-(triphenylsiloxy)-2-methyl-1-propene